5-(3-dimethylaminobenzoyl)-3-(1,4,5,6,7,8,9-heptahydroquinolizin-2-yl)-benzofuran CN(C=1C=C(C(=O)C=2C=CC3=C(C(=CO3)C=3CC4CCCCN4CC3)C2)C=CC1)C